CN(C(=O)C1=CC2=NC=CC=C2N1C(=O)OC(C)(C)C)C=1C=C(C=CC1)C tert-butyl 2-(methyl(m-tolyl)carbamoyl)-1H-pyrrolo[3,2-b]pyridine-1-carboxylate